C(#N)CCN(C1=CC=CC=C1)CCC#N N,N-Bis(2-cyanoethyl)aniline